N-((4,6-dimethyl-2-oxo-1,2-dihydropyridin-3-yl)methyl)-3-(ethyl-(tetrahydro-2H-pyran-4-yl)amino)-2-methyl-5-(5-methyl-3,5-dihydropyrrolo[3,4-c]pyrrole-2(1H)-yl)benzamide CC1=C(C(NC(=C1)C)=O)CNC(C1=C(C(=CC(=C1)N1CC2=CN(C=C2C1)C)N(C1CCOCC1)CC)C)=O